ClC1=C(C=CC=C1)C1=C2CCN(C2=CC(=C1)C(=O)NC)C([C@H]1N(CCC1)C#N)=O 4-(2-chlorophenyl)-1-(cyano-L-prolyl)-N-methylindoline-6-carboxamide